FC(OC[C@@H]1N(CC(C1)C1=CC=C(C=C1)C(F)(F)F)C1=NC=C(C=N1)C(=O)O)F 2-((2R)-2-((difluoromethoxy)methyl)-4-(4-(trifluoromethyl)phenyl)pyrrolidin-1-yl)pyrimidine-5-carboxylic acid